Cl.C[C@H]1C[C@H](CNC1)CO [(3R,5S)-5-methylpiperidin-3-yl]methanol hydrochloride